FC(C(=O)O)(F)F.C(CCC)NC1=NN=C(N1)C1=NC=CC(=C1)C=1C=NC=C(C1)OC N-Butyl-5-(5-methoxy-3,4'-bipyridin-2'-yl)-4H-1,2,4-triazol-3-amine trifluoroacetate salt